The molecule is an anilide obtained by formal condensation of the amino group of aniline with the carboxy group of 2-methyl-5,6-dihydro-4,4-dioxo-1,4-oxathiine-3-carboxylic acid. A fungicide for the control of rust diseases on ornamentals, cereals and nursery trees as well as fairy rings on turf. It has a role as an EC 1.3.5.1 [succinate dehydrogenase (quinone)] inhibitor and an antifungal agrochemical. It is a sulfone, an anilide, an oxacycle, an organosulfur heterocyclic compound and an anilide fungicide. CC1=C(S(=O)(=O)CCO1)C(=O)NC2=CC=CC=C2